tert-Butyl 4-(1-(6-(4-chloro-2-methyl-1-oxa-8-azaspiro[4.5]dec-3-en-8-yl)-3-cyano-2-(trifluoromethyl)pyridin-4-yl)azetidin-3-yl)piperazine-1-carboxylate ClC1=CC(OC12CCN(CC2)C2=CC(=C(C(=N2)C(F)(F)F)C#N)N2CC(C2)N2CCN(CC2)C(=O)OC(C)(C)C)C